(6Z)-8-(trans-4-aminocyclohexyloxy)-10-chloro-6-methoxyimino-5,5-dimethyl-benzo[h]quinazolin-4-amine N[C@@H]1CC[C@H](CC1)OC=1C=C(C2=C(\C(\C(C=3C(=NC=NC23)N)(C)C)=N/OC)C1)Cl